4-(N-(3-methoxyphenyl)carbamoylamidino)piperazine-1-carboxylic acid tert-butyl ester C(C)(C)(C)OC(=O)N1CCN(CC1)C(NC(NC1=CC(=CC=C1)OC)=O)=N